3,6-bis(diethylamino)-9-[2-[[2-[(2-methyl-1-oxo-2-propen-1-yl)oxy]ethoxy]carbonyl]phenyl]xanthylium chloride [Cl-].C(C)N(C=1C=CC2=C(C3=CC=C(C=C3[O+]=C2C1)N(CC)CC)C1=C(C=CC=C1)C(=O)OCCOC(C(=C)C)=O)CC